1-(2-methylbutane-2-yl)pyrazole-4-carboxylic acid ethyl ester C(C)OC(=O)C=1C=NN(C1)C(C)(CC)C